C1(=CC=CC=C1)[C@H](C)N1N=NN=C1C(CCCCB1OC(C(O1)(C)C)(C)C)NC(C1=CC=CC=C1)(C1=CC=CC=C1)C1=CC=CC=C1 1-(1-((S)-1-phenylethyl)-1H-tetrazol-5-yl)-5-(4,4,5,5-tetramethyl-1,3,2-dioxaborolan-2-yl)-N-tritylpentan-1-amine